N-(7-((3-Fluorophenoxy)methyl)-2,3-dihydrobenzo[b][1,4]dioxin-5-yl)-1-methyl-5-oxopyrrolidine-2-carboxamide FC=1C=C(OCC=2C=C(C3=C(OCCO3)C2)NC(=O)C2N(C(CC2)=O)C)C=CC1